4-(6-amino-2-fluoro-9H-purin-9-yl)-N-(4-methoxy-1,3-benzothiazol-2-yl)cyclohexanecarboxamide NC1=C2N=CN(C2=NC(=N1)F)C1CCC(CC1)C(=O)NC=1SC2=C(N1)C(=CC=C2)OC